(3-chloro-2,4-dimethyl-5,7-dihydropyrrolo[3,4-b]pyridin-6-yl)-[(3R)-1-(5-methylsulfonyl-3-pyridyl)pyrrolidin-3-yl]methanone ClC=1C(=C2C(=NC1C)CN(C2)C(=O)[C@H]2CN(CC2)C=2C=NC=C(C2)S(=O)(=O)C)C